4-(4-chloro-2-hydroxy-anilino)-3-methyl-piperidine-1-carboxylic acid tert-butyl ester C(C)(C)(C)OC(=O)N1CC(C(CC1)NC1=C(C=C(C=C1)Cl)O)C